BrC=1C(=NC=C(C1)[N+](=O)[O-])Cl 3-bromo-2-chloro-5-nitropyridine